2,3-diisobutyl-1,3-propanediol C(C(C)C)C(CO)C(O)CC(C)C